ClC1=CC(N(C=C1N=S(=O)(C)C)CC1(CCN(CC12CCCC2)C([C@@H](CC2CCCCC2)C)=O)O)=O 4-Chloro-1-((7-((R)-3-cyclohexyl-2-methylpropanoyl)-10-hydroxy-7-azaspiro[4.5]decan-10-yl)methyl)-5-((dimethyl(oxo)-λ6-sulfaneylidene)amino)pyridin-2(1H)-one